NCCOCCOCCOCCOCCC(=O)OC(C)(C)C tertiary butyl 1-amino-3,6,9,12-tetraoxapentadecane-15-oate